[NH+]1=CC=CC=C1.B([O-])([O-])[O-].C1(=CC=CC=C1)C(=C(C1=CC=CC=C1)C1=CC=CC=C1)C1=CC=CC=C1.[NH+]1=CC=CC=C1.[NH+]1=CC=CC=C1 tetraphenyl ethylene borate pyridinium salt